C(N)(=O)C1=C(C=CC(=C1)OC)C=1C(=CC(=CC1)OC)C(=O)O 2'-carbamoyl-4,4'-dimethoxy-[1,1'-biphenyl]-2-carboxylic acid